Cl.CC([C@H](N)B1O[C@@]2([C@H](O1)C[C@H]1C([C@@H]2C1)(C)C)C)C (R)-2-methyl-1-((3aS,4S,6S,7aR)-3a,5,5-trimethylhexahydro-4,6-methanobenzo[d][1,3,2]dioxaborol-2-yl)propan-1-amine hydrochloride